OC1(CC(=C(O1)C1=CC(=C(C=C1)C)I)C#N)C(F)(F)F 5-hydroxy-2-(3-iodo-4-methylphenyl)-5-(trifluoromethyl)-4,5-dihydrofuran-3-carbonitrile